silver trifluoromethanesulfonate (triflate) [O-]S(=O)(=O)C(F)(F)F.FC(S(=O)(=O)[O-])(F)F.[Ag+2]